N-((1r,3r)-3-((2-(2,6-dioxopiperidin-3-yl)-1,3-dioxoisoindolin-5-yl)amino)cyclobutyl)-5-(4-((7-ethyl-6-oxo-5,6-dihydro-1,5-naphthyridin-3-yl)methyl)piperazin-1-yl)picolinamide O=C1NC(CC[C@H]1N1C(C2=CC=C(C=C2C1=O)NC1CC(C1)NC(C1=NC=C(C=C1)N1CCN(CC1)CC=1C=NC=2C=C(C(NC2C1)=O)CC)=O)=O)=O